C(C(C)C)N1CCN(CCC1)C1=CN=C2C=CC(=NC2=C1)C=1C(=NNC1)C1=NC(=CC=C1)C 7-(4-isobutyl-1,4-diazepan-1-yl)-2-[3-(6-methyl-2-pyridyl)-1H-pyrazol-4-yl]-1,5-naphthyridine